FC1=C(C(=CC=C1N1CCCCC1)N)N 3-fluoro-4-(piperidin-1-yl)benzene-1,2-diamine